morpholino(2-(piperidin-4-yl)benzo-[d]thiazol-6-yl)meth-anone O1CCN(CC1)C(=O)C1=CC2=C(N=C(S2)C2CCNCC2)C=C1